(E)-N'-(2-cyano-4-chlorophenyl)-N,N-dimethylformamidine C(#N)C1=C(C=CC(=C1)Cl)/N=C/N(C)C